4-(4-benzhydryl-piperazin-1-yl)-1,6-dimethyl-2-oxo-1,2-dihydro-1,5-naphthyridine-3-carbonitrile C(C1=CC=CC=C1)(C1=CC=CC=C1)N1CCN(CC1)C1=C(C(N(C2=CC=C(N=C12)C)C)=O)C#N